7-(3-AMINOPHENYL)-5-METHOXY-1,3-BENZOXAZOL NC=1C=C(C=CC1)C1=CC(=CC=2N=COC21)OC